[C@H]12CN(C[C@H](CC1)N2)C=2C1=C(N=C(N2)OCC23CCCN3CC(C2)F)C(=C(N=C1)C1=C(C=CC=C1)C(C)C)F 4-((1R,5S)-3,8-diazabicyclo[3.2.1]octan-3-yl)-8-fluoro-2-((2-fluorotetrahydro-1H-pyrrolizin-7a(5H)-yl)methoxy)-7-(2-isopropylphenyl)pyrido[4,3-d]pyrimidine